racemic-(cis)-10-(3,4-bis(hydroxymethyl)-3,4-dimethylpyrrolidin-1-yl)-10-oxodecanoate OC[C@@]1(CN(C[C@]1(C)CO)C(CCCCCCCCC(=O)[O-])=O)C